C(C1=CC=CC=C1)S(=O)(=O)NC(=O)C=1N=NC(=CC1)N1CCN(CC1)C(=O)C=1C=NC=C(C1)Br N-benzylsulfonyl-6-[4-(5-bromopyridin-3-carbonyl)piperazine-1-yl]pyridazine-3-carboxamide